N1=CC=C(C=C1)C=O (pyridin-4-yl)methanone